NC(CCCCCCC=C)(N)N Triaminononanen